1-((2,4-Dichlorophenyl)sulfonyl)-4-phenylpiperidine ClC1=C(C=CC(=C1)Cl)S(=O)(=O)N1CCC(CC1)C1=CC=CC=C1